N-[(1R,2S)-2-fluorocyclopropyl]-8-hydroxy-6-({2-oxo-[1,2'-bipyridin]-3-yl}amino)imidazo[1,2-b]pyridazine-3-carboxamide F[C@@H]1[C@@H](C1)NC(=O)C1=CN=C2N1N=C(C=C2O)NC=2C(N(C=CC2)C2=NC=CC=C2)=O